N-(3-methoxybenzyl)-hexadecanoic amide COC=1C=C(CNC(CCCCCCCCCCCCCCC)=O)C=CC1